1-((2-(2,6-dioxopiperidin-3-yl)-1,3-dioxoisoindolin-4-yl)amino)-3,6,9,12,15-pentoxaoctadecane-18-amide O=C1NC(CCC1N1C(C2=CC=CC(=C2C1=O)NCCOCCOCCOCCOCCOCCC(=O)N)=O)=O